methyl 4-{[(1Z)-{[(tert-butoxy)carbonyl]amino}({[(tert-butoxy)carbonyl]imino})methyl](methyl)amino}benzoate C(C)(C)(C)OC(=O)N/C(=N/C(=O)OC(C)(C)C)/N(C1=CC=C(C(=O)OC)C=C1)C